FC1=C(CN2C[C@@H]3[C@H](C2)CC(C3)NC=3N=NC(=CC3)C3=C(C(=CC(=C3)F)F)F)C=CC(=C1)F (3aR,5s,6aS)-2-(2,4-difluorobenzyl)-N-(6-(2,3,5-trifluorophenyl)pyridazin-3-yl)octahydrocyclopenta[c]pyrrol-5-amine